(E)-3-(2-chlorophenyl)acrylic acid ClC1=C(C=CC=C1)/C=C/C(=O)O